3-(2-fluorophenyl)-1-methyl-1H-indole-6-carbaldehyde FC1=C(C=CC=C1)C1=CN(C2=CC(=CC=C12)C=O)C